5-cyclopentyl-3,3-difluoropyrrolidine-2,4-dione C1(CCCC1)C1C(C(C(N1)=O)(F)F)=O